(2-aminophenyl)-(2,6-difluorophenyl)methanone europium (III) [Eu+3].NC1=C(C=CC=C1)C(=O)C1=C(C=CC=C1F)F